2-{5-[(1S)-1-aminoethyl]-1H-1,2,4-triazol-1-yl}-N,N-dimethyl-1,3-thiazole-5-carboxamide hydrochloride Cl.N[C@@H](C)C1=NC=NN1C=1SC(=CN1)C(=O)N(C)C